C(C1=CC=CC=C1)C=1C=2N(C=C(N1)C1=CC(=CC=C1)O[Si](C)(C)C(C)(C)C)C(C(N2)=CC2=CC(=CC=C2)OC)=O 8-benzyl-6-(3-((tert-butyldimethylsilyl)oxy)phenyl)-2-(3-methoxybenzylidene)imidazo[1,2-a]Pyrazin-3(2H)-one